C1CCC12CNCCC2 6-azaspiro[3.5]nonan